CC=1C(=C(C=CC1)C(C)C1=CC=CC=C1)C dimethyl-(1-phenylethyl)benzene